CCN(CC)CCOC1=CC=C(C=C1)/C(=C/C2=CC=CC=C2)/C3=CC=C(C=C3)OC.C(C(=O)O)C(CC(=O)O)(C(=O)O)O 2-(p-(alpha-(p-methoxyphenyl)styryl)phenoxy)triethylamine citrate monohydrate